5-[4-amino-5-(trifluoromethyl)pyrrolo[2,1-f][1,2,4]triazin-7-yl]-N-[(3R,4S)-1-[(2,2-difluorocyclopropyl)methyl]-4-fluoropyrrolidin-3-yl]-2-methylpyridine-3-carboxamide NC1=NC=NN2C1=C(C=C2C=2C=C(C(=NC2)C)C(=O)N[C@@H]2CN(C[C@@H]2F)CC2C(C2)(F)F)C(F)(F)F